2-chloro-1'-[(3-chloro-2-hydroxy-phenyl)methyl]-2'-methyl-spiro[4,5-dihydrothieno[2,3-c]pyran-7,4'-piperidin]-4-ol (trifluoroacetate) FC(C(=O)OC1C2=C(SC(=C2)Cl)C2(CC(N(CC2)CC2=C(C(=CC=C2)Cl)O)C)OC1)(F)F